7-(2,5-diphenyloxazol-4-yl)-3-isopropyl-1,7-naphthyridin-8(7H)-one C1(=CC=CC=C1)C=1OC(=C(N1)N1C=CC=2C=C(C=NC2C1=O)C(C)C)C1=CC=CC=C1